3,5-bis(9H-carbazole-9-yl)-2,4,6-tris(3,6-di-tert-butyl-9H-carbazole-9-yl)benzonitrile C1=CC=CC=2C3=CC=CC=C3N(C12)C=1C(=C(C#N)C(=C(C1N1C2=CC=C(C=C2C=2C=C(C=CC12)C(C)(C)C)C(C)(C)C)N1C2=CC=CC=C2C=2C=CC=CC12)N1C2=CC=C(C=C2C=2C=C(C=CC12)C(C)(C)C)C(C)(C)C)N1C2=CC=C(C=C2C=2C=C(C=CC12)C(C)(C)C)C(C)(C)C